[3-(azidomethyl)-3-hydroxy-cyclobutyl]carbamate N(=[N+]=[N-])CC1(CC(C1)NC([O-])=O)O